CC(C(CN1N=CC(=C1)C=1C=CC(=NC1C1=CC=C2C=CC=NC2=C1)C#N)=O)C 5-[1-(3-Methyl-2-oxobutyl)-1H-pyrazol-4-yl]-6-chinolin-7-ylpyridin-2-carbonitril